(2R,3S,5R)-2-(2,5-difluorophenyl)-5-[(1S,4S)-2-methanesulfonyl-2,5-diazabicyclo[2.2.1]heptan-5-yl]tetrahydropyran-3-amine FC1=C(C=C(C=C1)F)[C@H]1OC[C@@H](C[C@@H]1N)N1[C@@H]2CN([C@H](C1)C2)S(=O)(=O)C